C1(CCCCC1)C(CC)OCC(CO)O 3-(1-cyclohexylpropoxy)-1,2-propanediol